4-[4-[3-[4-(5-Hydroxypyridin-3-yl)pyrazol-1-yl]-5-(trifluoromethyl)benzoyl]piperazin-1-yl]-N-(3,3,3-trifluoropropylsulfonyl)benzamide OC=1C=C(C=NC1)C=1C=NN(C1)C=1C=C(C(=O)N2CCN(CC2)C2=CC=C(C(=O)NS(=O)(=O)CCC(F)(F)F)C=C2)C=C(C1)C(F)(F)F